[1-(1-naphthyl)cyclopropyl]benzamide C1(=CC=CC2=CC=CC=C12)C1(CC1)C1=C(C(=O)N)C=CC=C1